2-(4-bromophenyl)-3-methyl-5-(trifluoromethyl)imidazole BrC1=CC=C(C=C1)C1=NC(=CN1C)C(F)(F)F